CN(C(=O)C1CN(C1)CC=1N=NC(=CC1)C1=CC=C(C=C1)N1C[C@@H](CC1)OC=1C(=NC=2N(C1C)N=C(N2)C)C)C (R)-N,N-dimethyl-1-((6-(4-(3-((2,5,7-trimethyl-[1,2,4]triazolo[1,5-a]pyrimidin-6-yl)oxy)pyrrolidin-1-yl)phenyl)pyridazin-3-yl)methyl)azetidine-3-carboxamide